N1=NC(=C2N1CCCNC2)CO (5,6,7,8-tetrahydro-4H-[1,2,3]triazolo[1,5-a][1,4]diazepin-3-yl)methanol